[2H]C(I)([2H])[2H] Perdeuteroiodomethane